CN(C(=O)C1N(C(C2=CC=CC=C12)=O)C1=NC(=CC(=C1)C(F)(F)F)C)C=1C=C(C=CC1)C N-methyl-2-(6-methyl-4-(trifluoromethyl)pyridin-2-yl)-3-oxo-N-(m-tolyl)isoindoline-1-carboxamide